ClC=1C=CC(=C(C1)O)C=1C=2N(C(=NN1)N[C@H]1CN(CCC1)CCO)C=NC2 5-chloro-2-(4-{[(3R)-1-(2-hydroxyethyl)piperidin-3-yl]amino}imidazo[1,5-d][1,2,4]triazin-1-yl)phenol